C(C)N(C(SCC1=CC=C(C=C1)CSC(N(CC)CC)=S)=S)CC p-xylylene bis(N,N-diethyldithiocarbamate)